[Si](C)(C)(C(C)(C)C)O[C@H]1CC[C@H](CC1)OC=1C(=CC=C2C=NC(=NC12)NC1=CC(=CC=C1)CS(=O)(=O)C)C=C 8-((cis-4-((tert-butyldimethylsilyl)oxy)cyclohexyl)oxy)-N-(3-((methylsulfonyl)methyl)phenyl)-7-vinylquinazolin-2-amine